(Z)-2-(1-(2-Bromo-4-((4-fluorophenoxy)methyl)benzylidene)-5-fluoro-2-methyl-1H-inden-3-yl)acetic acid BrC1=C(\C=C/2\C(=C(C3=CC(=CC=C23)F)CC(=O)O)C)C=CC(=C1)COC1=CC=C(C=C1)F